4-(5-(3,5-dichlorophenyl)-4-nitroisoxazol-3-yl)-2-methylbenzoic acid ClC=1C=C(C=C(C1)Cl)C1=C(C(=NO1)C1=CC(=C(C(=O)O)C=C1)C)[N+](=O)[O-]